4-[(3-bromo-4-fluoro-phenoxy)methyl]tetrahydropyran ethyl-2-(1H-pyrazol-3-yl)acetate C(C)OC(CC1=NNC=C1)=O.BrC=1C=C(OCC2CCOCC2)C=CC1F